C(#C)C=1C=CC=C(C1)O 5-ethynyl-phenol